CN1C(N(C2=C1C=C(C=C2)CN2CCC(CC2)COC2CCNCC2)C2C(NC(CC2)=O)=O)=O 3-[3-methyl-2-oxo-5-[[4-(4-piperidyloxymethyl)1-piperidyl]methyl]benzimidazol-1-yl]piperidine-2,6-dione